(9R)-9-methyl-19-(oxan-2-yl)-8,11,14-trioxa-4,5,19,20-tetraazatetracyclo[13.5.2.12,5.018,21]tricosa-1(20),2(23),3,15(22),16,18(21)-hexaene C[C@H]1OCCN2N=CC(C3=NN(C=4C=CC(OCCOC1)=CC34)C3OCCCC3)=C2